CN1C(OCC1/C=C/C=1N=C(SC1)NC(OC(C)(C)C)=O)=O tert-butyl N-[4-[(E)-2-(3-methyl-2-oxo-1,3-oxazolidin-4-yl)ethenyl]-1,3-thiazol-2-yl]carbamate